di-2-hexyl adipate C(CCCCC(=O)OC(C)CCCC)(=O)OC(C)CCCC